FC(C(=O)N[C@H]1[C@H](S)O[C@@H]([C@@H]([C@@H]1OC(C)=O)OC(C)=O)COC(C)=O)(F)F deoxy-2-trifluoroacetamido-3,4,6-tri-O-acetyl-1-thio-beta-D-galactopyranose